N-[{6-(4-chlorophenoxy)chroman-4-yl}methyl]acrylamide ClC1=CC=C(OC=2C=C3C(CCOC3=CC2)CNC(C=C)=O)C=C1